FC1=C(C2=C(N=C1)N(C=C2)[Si](C(C)C)(C(C)C)C(C)C)C#N 5-fluoro-1-(triisopropylsilyl)-1H-pyrrolo[2,3-b]pyridine-4-carbonitrile